1-(4-methoxyphenyl)-7-oxo-6-[4-(2-oxopiperidin-1-yl)phenyl]-4,5-dihydropyrazolo[5,4-c]pyridine-3-carboxamide COC1=CC=C(C=C1)N1N=C(C2=C1C(N(CC2)C2=CC=C(C=C2)N2C(CCCC2)=O)=O)C(=O)N